6-methyl-N-(3-(4'-(trifluoromethoxy)-[1,1'-biphenyl]-4-yl)propyl)-2-(4-(trifluoromethoxy)phenyl)thieno[2,3-d]pyrimidin-4-amine CC1=CC2=C(N=C(N=C2NCCCC2=CC=C(C=C2)C2=CC=C(C=C2)OC(F)(F)F)C2=CC=C(C=C2)OC(F)(F)F)S1